(2,4-Dichlorophenyl-thio)guanosine ClC1=C(C=CC(=C1)Cl)S[C@@]1([C@H](O)[C@H](O)[C@@H](CO)O1)N1C=NC=2C(=O)NC(N)=NC12